FC1=C(C=CC(=C1)O)C(C=CC1=CC=C(C#N)C=C1)=O 4-[3-(2-Fluoro-4-hydroxyphenyl)-3-oxoprop-1-en-1-yl]benzonitrile